(1-((2-(trimethylsilyl)ethoxy)methyl)-4,5,6,7-tetrahydroindazol-4-yl)methanol C[Si](CCOCN1N=CC=2C(CCCC12)CO)(C)C